C(=O)C(C(N)(N)C=O)CCC diformyl-pentanediamine